C(C)(C)(C)NC(=O)C1=NC=CC(=C1)NC(=O)[C@@H]1CCC2=CC=CC=C12 N-tert-butyl-4-[[(1R)-indan-1-carbonyl]amino]pyridine-2-carboxamide